tetraphenyltriphenylamine C1(=CC=CC=C1)C=1C(=C(C(=C(C1)N(C1=CC=CC=C1)C1=CC=CC=C1)C1=CC=CC=C1)C1=CC=CC=C1)C1=CC=CC=C1